1-(2-chloro-6-(trifluoromethyl)pyridin-4-yl)ethan-1-one ClC1=NC(=CC(=C1)C(C)=O)C(F)(F)F